3-((5-methoxy-4-((1R,4R)-5-phenyl-2,5-diazabicyclo[2.2.2]octan-2-yl)pyrimidin-2-yl)amino)benzenesulfonamide COC=1C(=NC(=NC1)NC=1C=C(C=CC1)S(=O)(=O)N)N1[C@H]2CN([C@@H](C1)CC2)C2=CC=CC=C2